5-methyl-5-methoxycarbonyl-norbornene CC1(C2C=CC(C1)C2)C(=O)OC